N1(CCOCC1)CC1=CC=C(C=C1)CNCC=1C=C(C#N)C=CC1 3-[({[4-(Morpholin-4-ylmethyl)phenyl]methyl}amino)methyl]benzonitril